triamino-triphenylphosphine ruthenium salt [Ru].NC1=C(C(=C(C=C1)P(C1=CC=CC=C1)C1=CC=CC=C1)N)N